[Si](C)(C)(C(C)(C)C)OC=1C=CC(=C(C1)C[C@H](C(=O)OCC)O)OCC1=NC(=NC=C1)C1=C(C=CC=C1)OC (R)-ethyl 3-(5-((tert-butyldimethylsilyl)oxy)-2-((2-(2-methoxyphenyl)pyrimidin-4-yl)methoxy)phenyl)-2-hydroxypropanoate